C(C)(C)(C)C1=CC(=NC=C1)C=1NC2=CC=C(C=C2C1)S(=O)(=O)C1(CC1)C(=O)O 1-((2-(4-(tert-Butyl)pyridin-2-yl)-1H-indol-5-yl)sulfonyl)cyclopropane-1-carboxylic acid